N1(C=CC=2C1=NC=CC2)C2=NC(=NC=C2)NC=2C(=CC(=C(C2)NC(\C=C\CN2CCOCC2)=O)F)OC (E)-N-(5-((4-(1H-pyrrolo[2,3-b]pyridin-1-yl)pyrimidin-2-yl)amino)-2-fluoro-4-methoxyphenyl)-4-morpholinobut-2-enamide